[Si](C)(C)(C(C)(C)C)OCC(C)(C)C1=CC(=C(C=C1C(F)(F)F)O)C 4-[2-[tert-butyl(dimethyl)silyl]oxy-1,1-dimethyl-ethyl]-2-methyl-5-(trifluoromethyl)phenol